(β-aminoethyl)-γ-aminopropyltriethoxysilane NCCC(C)O[Si](OCC)(OCC)CCCN